NC1=CC=C2CCN(CC2=C1)C(=O)OC(C)(C)C tertbutyl 7-amino-3,4-dihydroisoquinoline-2(1H)-carboxylate